N-((2S,3S,4R)-3,4-dihydroxy-1-(((2S,3R,4S,5R,6R)-3,4,5-trihydroxy-6-(hydroxymethyl)tetrahydro-2H-pyran-2-yl)oxy)octadecan-2-yl)-11-(tetrahydrofuran-3-yl)undecanamide O[C@@H]([C@H](CO[C@H]1O[C@@H]([C@@H]([C@@H]([C@H]1O)O)O)CO)NC(CCCCCCCCCCC1COCC1)=O)[C@@H](CCCCCCCCCCCCCC)O